[Cl-].CN1N=C(N=C1)C1=CN=[N+](C=C1)CSCC(=O)OCC ethyl 2-[[4-(1-methyl-1,2,4-triazol-3-yl)pyridazin-1-ium-1-yl]methylsulfanyl]acetate chloride